2-methyl-N-((R)-1-(naphthalen-1-yl)ethyl)-5-((piperidin-3-ylmethyl)amino)benzamide bis(2,2,2-trifluoroacetate) FC(C(=O)O)(F)F.FC(C(=O)O)(F)F.CC1=C(C(=O)N[C@H](C)C2=CC=CC3=CC=CC=C23)C=C(C=C1)NCC1CNCCC1